N-[2-fluoro-3-[[7-[(3-fluoro-2-pyridinyl)oxy]-4-methyl-2-oxo-chromen-3-yl]methyl]phenyl]-2-methyl-propane-1-sulfonamide FC1=C(C=CC=C1CC=1C(OC2=CC(=CC=C2C1C)OC1=NC=CC=C1F)=O)NS(=O)(=O)CC(C)C